N-cyclopropyl-2-(3-(5-isopropoxy-4-(trifluoromethyl)pyridin-2-yl)-1,2,4-thiadiazol-5-ylamino)-N-methylnicotinamide C1(CC1)N(C(C1=C(N=CC=C1)NC1=NC(=NS1)C1=NC=C(C(=C1)C(F)(F)F)OC(C)C)=O)C